methyl (S)-4-(2-(4-(4-((4-chloro-2-fluorobenzofuran-7-yl)methoxy)-5-fluoropyrimidin-2-yl)cyclohexyl)acetamido)-3-((oxetan-2-ylmethyl)amino)benzoate ClC1=CC=C(C2=C1C=C(O2)F)COC2=NC(=NC=C2F)C2CCC(CC2)CC(=O)NC2=C(C=C(C(=O)OC)C=C2)NC[C@H]2OCC2